3-(2-chloro-4-fluorophenyl)-2,6-dimethyl-4H-pyran-4-one ClC1=C(C=CC(=C1)F)C1=C(OC(=CC1=O)C)C